C1(CC1)COC1=C(C=C(C=C1)S(=O)(=O)CC)C=1C=C(C(N(C1)C)=O)N1CCCC1 5-[2-(cyclopropylmethoxy)-5-ethyl-sulfonylphenyl]-1-methyl-3-pyrrolidin-1-ylpyridin-2-one